tert-butyl (R)-4-((1-(5-(3-cyano-6-ethoxypyrazolo[1,5-a]pyridin-4-yl)pyridin-2-yl)-4-(isobutylcarbamoyl)piperidin-4-yl)methyl)-2-methylpiperazine-1-carboxylate C(#N)C=1C=NN2C1C(=CC(=C2)OCC)C=2C=CC(=NC2)N2CCC(CC2)(C(NCC(C)C)=O)CN2C[C@H](N(CC2)C(=O)OC(C)(C)C)C